5-chloro-2-[[6-chloro-3-[(1,1-dioxo-1,4-thiazinan-4-yl)sulfonyl]-4-quinolinyl]amino]benzoic acid ClC=1C=CC(=C(C(=O)O)C1)NC1=C(C=NC2=CC=C(C=C12)Cl)S(=O)(=O)N1CCS(CC1)(=O)=O